N-(tert-butyl)benzylamine C(C)(C)(C)NCC1=CC=CC=C1